FC1(CN(CC[C@@H]1N1CCN(CC1)C1=NC=CC2=C1N(C(N2C2C(N(C(CC2)=O)CC2=CC=C(C=C2)OC)=O)=O)C)C(=O)OC(C)(C)C)F tert-butyl (4S)-3,3-difluoro-4-[4-[1-[1-[(4-methoxyphenyl)methyl]-2,6-dioxo-piperidyl]-3-methyl-2-oxo-imidazo[4,5-c]pyridin-4-yl]piperazin-1-yl]piperidine-1-carboxylate